3-(7-bromo-4-fluoro-1-oxoisoindolin-2-yl)piperidine-2,6-dione BrC=1C=CC(=C2CN(C(C12)=O)C1C(NC(CC1)=O)=O)F